NC1=C(NCCC(=O)OC(C)(C)C)C=C(C=C1)Br Tert-butyl 3-(2-amino-5-bromo-anilino)propanoate